N-(5-(2-((3aR,5r,6aS)-2-(2,2,2-trifluoroethyl)octa-hydrocyclopenta[c]pyrrol-5-yl)ethoxy)-1H-indol-3-yl)spiro[2.2]pentane-1-carboxamide FC(CN1C[C@@H]2[C@H](C1)CC(C2)CCOC=2C=C1C(=CNC1=CC2)NC(=O)C2CC21CC1)(F)F